4-(4-((5-chloro-4-(cyclohexylamino)-7H-pyrrolo[2,3-d]pyrimidin-2-yl)amino)-3-methoxyphenyl)-1-cyclopropyl-1,4-azaphosphinane 4-oxide ClC1=CNC=2N=C(N=C(C21)NC2CCCCC2)NC2=C(C=C(C=C2)P2(CCN(CC2)C2CC2)=O)OC